C1(CC1)C=1N=NN(C1)[C@H](C(=O)N1[C@@H](C[C@H](C1)O)C(=O)NC1COC2=C(NC1=O)C=CC=C2)C(C)(C)C (2S,4R)-1-[(2S)-2-(4-cyclopropyl-triazol-1-yl)-3,3-dimethyl-butyryl]-4-hydroxy-N-(4-oxo-3,5-dihydro-2H-1,5-benzoxazepine-3-yl)pyrrolidine-2-carboxamide